BrC=1C=C(C=2N(C1)C(=C(N2)C(C)=O)C)F 1-(6-bromo-8-fluoro-3-methylimidazo[1,2-a]pyridin-2-yl)ethan-1-one